FC1(CC(CCC1)N(C1=CC=CC=C1)C(CC1(CCN(CC1)CC1=C(C=C(C=C1)C(C)C)F)C(=O)O)=O)F 4-[2-(N-(3,3-difluorocyclohexyl)anilino)-2-oxo-ethyl]-1-[(2-fluoro-4-isopropyl-phenyl)methyl]piperidine-4-carboxylic acid